N-(4-methoxybenzyl)-N-(1-phenethylpiperidin-4-yl)propanamide COC1=CC=C(CN(C(CC)=O)C2CCN(CC2)CCC2=CC=CC=C2)C=C1